N-[(6-Amino-2-pyridyl)sulfonyl]-6-(4-ethoxy-2-fluorophenyl)-2-(2,4,6-trimethylphenoxy)pyridin-3-carboxamid NC1=CC=CC(=N1)S(=O)(=O)NC(=O)C=1C(=NC(=CC1)C1=C(C=C(C=C1)OCC)F)OC1=C(C=C(C=C1C)C)C